2-({2-[(2-methoxy-ethoxy)methyl]-6-(trifluoromethyl)pyridin-3-yl}carbonyl)cyclohexan-1,3-dion COCCOCC1=NC(=CC=C1C(=O)C1C(CCCC1=O)=O)C(F)(F)F